6-(pyrrolidin-1-yl)-3-cyanopyridine N1(CCCC1)C1=CC=C(C=N1)C#N